BrC1=C(C=C(C=C1)NC1=CC=NC2=CC=CC=C12)C N-(4-bromo-3-methylphenyl)quinolin-4-amine